O.[Cl-].[Sr+2].C(C)C(COC1=CSC=C1OCC(CCCC)CC)CCCC.[Cl-] 3,4-bis((2-ethylhexyl)oxy)thiophene strontium chloride hydrate